ClC1=CC=C(C(=N1)C(=O)O)NC(C)C=1C=C(C=C2C(C=C(OC12)C1=NN(C2=CC=CC=C12)C)=O)C 6-Chloro-3-[1-[6-methyl-2-(1-methylindazol-3-yl)-4-oxo-chromen-8-yl]ethylamino]pyridine-2-carboxylic acid